CC1CC(CCC1)C(=O)NC=1SC2=C(N1)C=CC(=C2)C(F)(F)F 3-methyl-N-[6-(trifluoromethyl)-1,3-benzothiazol-2-yl]cyclohexane-1-carboxamide